C(C)(C)C1=NN(C(C=2N1C1=C(C2)SC(=C1)C)=O)CC(=O)NC=1C=NC=CC1 2-(5-Isopropyl-2-methyl-8-oxothieno[2',3':4,5]pyrrolo[1,2-d][1,2,4]triazin-7(8H)-yl)-N-(pyridin-3-yl)acetamide